Methyl (R,E)-2-aminododec-6-enoate N[C@@H](C(=O)OC)CCC\C=C\CCCCC